1-acryloyl-2,5-dihydropyrrole C(C=C)(=O)N1CC=CC1